FC(C1=C(C(=CC=C1)C(F)(F)F)COC=1C=NC(=NC1)N1C(N[C@@H](C1)CO[Si](C)(C)C(C)(C)C)=O)(F)F (4S)-1-(5-{[2,6-bis(trifluoromethyl)phenyl]methoxy}pyrimidin-2-yl)-4-{[(tert-butyldimethylsilyl)oxy]methyl}imidazolidin-2-one